BrC=1C=C(C2=CC=CC=C2C1)C(=O)O 3-bromo-1-naphthoic acid